1,3,5-tris(1,2,4-triazin-1-yl)benzene N1(NC=NC=C1)C1=CC(=CC(=C1)N1NC=NC=C1)N1NC=NC=C1